C(#N)C(C)(C)C1=CC(=NC=C1)NC(C1=CN=C(C(=C1)C=1C=NC2=CC(=NC=C2C1)N(C)CC1=CC=C(C=C1)OC)C)=O N-(4-(2-cyanopropan-2-yl)pyridin-2-yl)-5-(7-((4-methoxybenzyl)(methyl)amino)-1,6-naphthyridin-3-yl)-6-methylnicotinamide